1-((4-(5-(3-cyano-4-isopropoxyphenyl)-1,2,4-oxadiazol-3-yl)naphthalen-1-yl)methyl)piperidine-3-carboxylic acid C(#N)C=1C=C(C=CC1OC(C)C)C1=NC(=NO1)C1=CC=C(C2=CC=CC=C12)CN1CC(CCC1)C(=O)O